N-(1-(1-methylpiperidin-4-yl)-1H-pyrazol-4-yl)-3-(5-oxo-2,3,4,5-tetrahydrobenzo[f][1,4]oxazepin-8-yl)-1H-pyrrolo[2,3-b]pyridine-5-carboxamide CN1CCC(CC1)N1N=CC(=C1)NC(=O)C=1C=C2C(=NC1)NC=C2C2=CC1=C(C(NCCO1)=O)C=C2